(3aR,6aS)-5-benzyl-2,2-dimethyl-hexahydro-[1,3]dioxolo[4,5-c]pyrrole C(C1=CC=CC=C1)N1C[C@H]2[C@@H](C1)OC(O2)(C)C